3-cyano-1-phenyl-2-pyrazolin-5-one C(#N)C1=NN(C(C1)=O)C1=CC=CC=C1